4-(prop-1-en-2-yl)-2,7-naphthyridine C=C(C)C1=CN=CC2=CN=CC=C12